C(C=C)OC=1C=C(C=C(C(=O)OC)C1)C(=O)OC Dimethyl 5-(allyloxy)isophthalate